ClC1=CC2=NC=CC=C2S1(=O)=O chloro-1λ6-thieno[3,2-b]pyridine-1,1-dione